NCCN1CCC(CC1)NC(OC(C)(C)C)=O tert-butyl N-[1-(2-aminoethyl)-4-piperidyl]carbamate